C(C1=CC=CC=C1)N1[C@@H](COCC1)COCC (R)-4-benzyl-3-(ethoxymethyl)morpholine